C(C)C1CCN(CC1)C1=CC=C(C(=N1)C)NC1=CC=C(CNC(=O)C2CNC(C2)=O)C=C1 N-(4-((6-(4-ethylpiperidin-1-yl)-2-methylpyridin-3-yl)amino)benzyl)-5-oxopyrrolidine-3-carboxamide